ClC1=C(C=C2C=C(N=CC2=C1)NC(=O)C1C(C1)C1=NC=CC=C1)C1CCN(CC1)[C@@]1(COC[C@@H]1O)C N-(7-chloro-6-(1-((3R,4R)-4-hydroxy-3-methyltetrahydrofuran-3-yl)piperidin-4-yl)isoquinolin-3-yl)-2-(pyridin-2-yl)cyclopropane-1-carboxamide